C(C)OC(=O)C=1C=C(C=CC1)C1(CSC=C1C)C(=O)[O-] 3-(3-(ethoxycarbonyl) phenyl)-4-methylthiophene-3-carboxylate